3-(1-hydroxypropan-2-yl)-8-(1-methyl-1H-pyrazol-4-yl)-6-(2-(trifluoromethyl)pyrimidin-5-yl)pyrido[3,4-d]pyrimidin-4(3H)-one OCC(C)N1C=NC2=C(C1=O)C=C(N=C2C=2C=NN(C2)C)C=2C=NC(=NC2)C(F)(F)F